3-(tert-butylamino)propanenitrile C(C)(C)(C)NCCC#N